BrC1=CC(=NN1COCC[Si](C)(C)C)C(=O)OC methyl 5-bromo-1-{[2-(trimethylsilyl)ethoxy]methyl}pyrazole-3-carboxylate